N-(9-fluorenylmethoxycarbonyl)proline C1=CC=CC=2C3=CC=CC=C3C(C12)COC(=O)N1[C@@H](CCC1)C(=O)O